OC(C)(C)C=1C=2N(N=CC1C(=O)N)C=C(N2)C 8-(2-hydroxy-prop-2-yl)-2-methylimidazo[1,2-b]Pyridazine-7-carboxamide